2-(3-(octadecyloxy)-5-pentadecylphenoxy)ethyl methanesulfonate CS(=O)(=O)OCCOC1=CC(=CC(=C1)CCCCCCCCCCCCCCC)OCCCCCCCCCCCCCCCCCC